1-(7-bromo-2'-(methylthio)-3,4,5',8'-tetrahydro-2H-spiro[naphthalene-1,7'-pyrano[4,3-d]pyrimidin]-4'-yl)-3-methylpiperidin-3-ol BrC1=CC=C2CCCC3(CC=4N=C(N=C(C4CO3)N3CC(CCC3)(O)C)SC)C2=C1